CS(=O)(=O)OC(C)C=1C=C(C=C2C(N(C(=NC12)N1CC2=CC=CC=C2C1)C1CCOCC1)=O)C(F)(F)F 1-[2-(1,3-dihydroisoindol-2-yl)-3-(oxan-4-yl)-4-oxo-6-(trifluoromethyl) quinazolin-8-yl]ethyl methanesulfonate